COC(C1=C(C=CC(=C1)NC(=O)C1(CC1)C1=CC(=C(C=C1)C(F)(F)F)F)C=1C=NN(C1)C1CCC1)=O.C(C)OC1=C(C=CC=C1)C1=NC(=CC(=C1)C1=CC=C(C=C1)N(C)C)C1=C(C=CC=C1)OCC 2,6-bis(2'-ethyloxyphenyl)-4-(4'-dimethylaminophenyl)pyridine Methyl-2-(1-cyclobutyl-1H-pyrazol-4-yl)-5-[({1-[3-fluoro-4-(trifluoromethyl)phenyl]cyclopropyl}carbonyl)amino]benzoate